ClC1=CC=C(C=C1)C1=NOC(=C1)NCC (3-(4-chlorophenyl)isoxazol-5-yl)-1-ethylamine